BrC1=CC=C(C(=N1)NC(=O)[C@H]1N(C[C@@H](C1)F)C(=O)OC(C)(C)C)C tert-Butyl (2S,4R)-2-((6-bromo-3-methylpyridin-2-yl)carbamoyl)-4-fluoropyrrolidine-1-carboxylate